CNC(=O)N1CCCC1 (methylcarbamoyl)pyrrolidin